8-vinyl-1,4-dioxaspiro[4.5]decan-8-ol C(=C)C1(CCC2(OCCO2)CC1)O